C(CCCCCC(=O)O)(=O)O.CC(C)CCC[C@@H](C)[C@H]1CC[C@H]2[C@@H]3CC=C4C[C@@H](O)CC[C@]4(C)[C@H]3CC[C@]12C.CC(C)CCC[C@@H](C)[C@H]1CC[C@H]2[C@@H]3CC=C4C[C@@H](O)CC[C@]4(C)[C@H]3CC[C@]12C Cholesterol hemipimelate